5-METHOXY-1H-INDOLE-3-CARBOXALDEHYDE COC=1C=C2C(=CNC2=CC1)C=O